5-((R)-2-(2,5-difluorophenyl)pyrrolidin-1-yl)-N-((1s,3s)-3-hydroxycyclopentyl)pyrazolo[1,5-a]pyrimidine-3-carboxamide FC1=C(C=C(C=C1)F)[C@@H]1N(CCC1)C1=NC=2N(C=C1)N=CC2C(=O)N[C@@H]2C[C@H](CC2)O